CC1=NC=C(C(=C1)C1=CC=2N(C=C1)N=C(C2)NC2=NC=C(N=C2)C)OC[C@@]21CN[C@@H](CO2)C1 5-[2-methyl-5-[[(1R,4R)-5-oxa-2-azabicyclo[2.2.1]heptan-4-yl]methoxy]-4-pyridyl]-N-(5-methylpyrazin-2-yl)pyrazolo[1,5-a]pyridin-2-amine